FC(C(=O)O)(F)F.C(C)C1=C2C=CC(=CC2=CC=C1F)O 5-Ethyl-6-fluoronaphthalen-2-ol trifluoroacetate salt